2-propenyl-4,6-dibenzoyl-resorcinol C(=CC)C1=C(O)C(=CC(=C1O)C(C1=CC=CC=C1)=O)C(C1=CC=CC=C1)=O